C(C)(C)N(CC)C(C)C diisopropyl-ethyl-amin